N1CC(CCC12CCCCC2)=O 1-azaspiro[5.5]undecan-3-one